tert-butyl (1-(4-ethoxy-5-((7-fluoro-2-methyl-2H-indazol-5-yl)carbamoyl)pyrimidin-2-yl)azetidin-3-yl)(methyl)carbamate C(C)OC1=NC(=NC=C1C(NC1=CC2=CN(N=C2C(=C1)F)C)=O)N1CC(C1)N(C(OC(C)(C)C)=O)C